5-(2,6-dichloro-4-(6-(difluoromethyl)-3,5-dioxo-4,5-dihydro-1,2,4-triazin-2(3H)-yl)benzyl)-N-(1,1-dioxidothietan-3-yl)-2-hydroxybenzenesulfonamide ClC1=C(CC=2C=CC(=C(C2)S(=O)(=O)NC2CS(C2)(=O)=O)O)C(=CC(=C1)N1N=C(C(NC1=O)=O)C(F)F)Cl